N-(2-{2-[2-(2-aminoethoxy)ethoxy]ethoxy}ethyl)-3-methoxy-4-[(3-{4-[(1-methylpiperidin-4-yl)amino]-1-(2,2,2-trifluoroethyl)-1H-indol-2-yl}prop-2-yn-1-yl)amino]benzamide NCCOCCOCCOCCNC(C1=CC(=C(C=C1)NCC#CC=1N(C2=CC=CC(=C2C1)NC1CCN(CC1)C)CC(F)(F)F)OC)=O